(Z)-8-Undecenyl acetate C(C)(=O)OCCCCCCC\C=C/CC